(R)-4-((1-(3-(difluoromethyl)-2-fluorophenyl)ethyl)amino)-8-(2,2-difluoropropoxy)-6-(1-(fluoromethyl)cyclopropyl)-2-methylpyrido[4,3-d]pyrimidin-7(6H)-one FC(C=1C(=C(C=CC1)[C@@H](C)NC=1C=2C(N=C(N1)C)=C(C(N(C2)C2(CC2)CF)=O)OCC(C)(F)F)F)F